C(CC)C=1C(NC2=CC=CC=C2N1)=O propyl-quinoxalinone